4'-amino-4-bromo-N-(3-methoxyphenyl)-4''-sulfamoyl-[1,1':3',1''-terphenyl]-5'-carboxamide NC1=C(C=C(C=C1C(=O)NC1=CC(=CC=C1)OC)C1=CC=C(C=C1)Br)C1=CC=C(C=C1)S(N)(=O)=O